6-[3-[2-[2-[2-(2-hydroxyethoxy)ethoxy]ethoxy]ethoxy]-2-[6-(2-octyldecanoyloxy)hexoxy]propoxy]hexyl 2-octyldecanoate C(CCCCCCC)C(C(=O)OCCCCCCOCC(COCCOCCOCCOCCO)OCCCCCCOC(C(CCCCCCCC)CCCCCCCC)=O)CCCCCCCC